C1(=CC=CC=C1)C(C1=CC=CC=C1)=NC (diphenylmethylene)aminomethane